N(=C=S)C1=NC=CC=C1S(=O)(=O)N(C)C 2-isothiocyanato-N,N-dimethylpyridine-3-sulfonamide